OC1=C(C=C(C(=C1)O)C1=CC(=CC=C1)C(C)C)C1=C(C(=NO1)C(=O)NCC)C1=CC=C(C=C1)CN1CCCCC1 5-(4,6-Dihydroxy-3'-isopropyl-[1,1'-biphenyl]-3-yl)-N-ethyl-4-(4-(piperidin-1-ylmethyl)phenyl)isoxazole-3-carboxamide